CC(C/C=C/C1=CC=CC=C1)C ((E)-4-methylpent-1-enyl)benzene